4-amino-2,6-dichloro-5-fluoronicotinamide NC1=C(C(=NC(=C1C(=O)N)Cl)Cl)F